Ethyl 3-(3-(N-(benzo[d][1,3]dioxol-5-yl)-N-methylsulfamoyl)-5-chlorothiophene-2-carboxamido)benzoate O1COC2=C1C=CC(=C2)N(S(=O)(=O)C2=C(SC(=C2)Cl)C(=O)NC=2C=C(C(=O)OCC)C=CC2)C